(butylamino)-7H-purin-8(9H)-one C(CCC)NC1=NC=C2NC(NC2=N1)=O